COC=1C=CC(=NC1)NC(=O)C1CN(C1)C1=CC(=C2C(C(=CN(C2=N1)C1=NC=NS1)C(=O)O)=O)C 7-{3-[(5-methoxypyridin-2-yl)carbamoyl]azetidin-1-yl}-5-methyl-4-oxo-1-(1,2,4-thiadiazol-5-yl)-1,4-dihydro-1,8-naphthyridine-3-carboxylic acid